N-((1r,4r)-4-((3-(4-acetylphenyl)-2-oxo-2,3-dihydro-1H-benzo[d]imidazol-1-yl)methyl)cyclohexyl)-5-chloro-2-methylnicotinamide C(C)(=O)C1=CC=C(C=C1)N1C(N(C2=C1C=CC=C2)CC2CCC(CC2)NC(C2=C(N=CC(=C2)Cl)C)=O)=O